methyl 2,3-diamino-4-bromo-6-iodobenzoate NC1=C(C(=O)OC)C(=CC(=C1N)Br)I